N2-(((9H-fluoren-9-yl)methoxy)carbonyl)-N5-((3aR,6S,6aS)-6-(methoxycarbonyl)-2,2-dimethyltetrahydrofurano[3,4-d][1,3]dioxol-4-yl)-L-glutamine C1=CC=CC=2C3=CC=CC=C3C(C12)COC(=O)N[C@@H](CCC(NC1O[C@@H]([C@H]2OC(O[C@H]21)(C)C)C(=O)OC)=O)C(=O)O